(S)-N-(7-(3-hydroxy-3-methylbut-1-yn-1-yl)-5-methyl-4-oxo-2,3,4,5-tetrahydrobenzo[b][1,4]oxazepin-3-yl)-4-((6-(trifluoromethyl)pyridin-2-yl)methyl)-1H-pyrazole-1-carboxamide OC(C#CC1=CC2=C(OC[C@@H](C(N2C)=O)NC(=O)N2N=CC(=C2)CC2=NC(=CC=C2)C(F)(F)F)C=C1)(C)C